N-((4,6-dimethyl-2-oxo-1,2-dihydropyridin-3-yl)methyl)-3-(ethyl-(tetrahydro-2H-pyran-4-yl)amino)-2-methyl-5-(3-methylcyclobutoxy)benzamide CC1=C(C(NC(=C1)C)=O)CNC(C1=C(C(=CC(=C1)OC1CC(C1)C)N(C1CCOCC1)CC)C)=O